N1-(4-fluorophenyl)-N2-((S)-4-methyl-1-oxo-1-(((S)-3-oxo-1-((S)-2-oxopyrrolidin-3-yl)-4-(2,3,5,6-tetrafluorophenoxy)butan-2-yl)amino)pentan-2-yl)oxalamide FC1=CC=C(C=C1)NC(C(=O)N[C@H](C(N[C@@H](C[C@H]1C(NCC1)=O)C(COC1=C(C(=CC(=C1F)F)F)F)=O)=O)CC(C)C)=O